FC1CN(CC1)S(=O)(=O)N 3-fluoropyrrolidin-1-sulfonamid